COCCOCCC1(C2=CC=CC=C2C=2C=CC(=CC12)C1=CC=CC=C1)CCOCCOC 9,9-bis(2-(2-methoxyethoxy)ethyl)-2-phenyl-9H-fluorene